tert-butyl 2-[4-[2-[1-(6,7-dihydro-5H-pyrrolo[1,2-c]imidazol-1-yl)-2-oxo-2-(thiazol-2-ylamino) ethyl]-7-fluoro-3-oxo-isoindol-5-yl] phenyl]-2,7-diazaspiro[3.5]nonane-7-carboxylate C1(=C2N(C=N1)CCC2)C(C(NC=2SC=CN2)=O)N2CC1=C(C=C(C=C1C2=O)C2=CC=C(C=C2)N2CC1(C2)CCN(CC1)C(=O)OC(C)(C)C)F